methyl 4-[(2S,4S)-4-ethoxypiperidin-2-yl]benzoate C(C)O[C@@H]1C[C@H](NCC1)C1=CC=C(C(=O)OC)C=C1